C(C1=CC=CC=C1)[C@H]1NC(OC1(C)C)=O (R)-4-benzyl-5,5-dimethyl-oxazolidin-2-one